(4,4-difluoropentyl)benzenesulfonamide FC(CCCC1=C(C=CC=C1)S(=O)(=O)N)(C)F